N-(2,2-difluoroethyl)-5-fluoro-2-{1-methyl-6-[(3R)-pyrrolidin-3-yl]-1H-indazol-4-yl}-N-(isopropyl)benzamide FC(CN(C(C1=C(C=CC(=C1)F)C1=C2C=NN(C2=CC(=C1)[C@@H]1CNCC1)C)=O)C(C)C)F